BrC=1C(=CC2=C(N(CC(CS2)(CCC)CC)C2=CC=CC=C2)C1)OC 7-Bromo-3-ethyl-8-methoxy-5-phenyl-3-propyl-2,3,4,5-tetrahydro-1,5-benzothiazepine